C1(=CC=CC=C1)C(=CCN(CCCCO)[C@H](C)C1=CC=C(C=C1)OC)C1=CC=CC=C1 (R)-4-((3,3-diphenylallyl)(1-(4-methoxyphenyl)ethyl)amino)butan-1-ol